4-((2R,4R)-4-((2,2-dimethylcyclopropyl)methoxy)-1-((5-methoxy-7-methyl-1H-indol-4-yl)methyl)piperidin-2-yl)benzoic acid CC1(C(C1)CO[C@H]1C[C@@H](N(CC1)CC1=C2C=CNC2=C(C=C1OC)C)C1=CC=C(C(=O)O)C=C1)C